C(C)(C)(C)OC(N(C)C)OC(C)(C)C 1,1-di-tert-butoxy-N,N-dimethylmethanamine